CC(C)(C)S(=O)N[C@H](C)C1=CC(=CC(=C1)C(F)(F)F)C 2-methyl-N-((R)-1-(3-methyl-5-(trifluoromethyl)phenyl)ethyl)propane-2-sulfinamide